bromo-2-(4-chloro-2-methoxyphenyl)-1-(4-fluoro-6-methoxy-5-methyl-1H-indol-3-yl)ethanone BrC(C(=O)C1=CNC2=CC(=C(C(=C12)F)C)OC)C1=C(C=C(C=C1)Cl)OC